[Al].[Si].[Ti] titanium-silicon aluminum